2-Chloro-5-(3-{[2-cyclopentyl-1-oxo-6-(phenylamino)isoindolin-5-yloxy]methyl}phenyl)benzoic acid ClC1=C(C(=O)O)C=C(C=C1)C1=CC(=CC=C1)COC=1C=C2CN(C(C2=CC1NC1=CC=CC=C1)=O)C1CCCC1